N-[(3-fluoropyridin-2-yl)methyl]-5-(1,3-Oxazol-2-yl)pyrazine-2-carboxamide FC=1C(=NC=CC1)CNC(=O)C1=NC=C(N=C1)C=1OC=CN1